tert-butyl N-[(1R)-3-[(2S,4S)-2-(butylcarbamoyl)-4-({[(1S)-1-carbamoylethyl]carbamoyl}amino)pyrrolidin-1-yl]-3-oxo-1-phenylpropyl]-N-methylcarbamate C(CCC)NC(=O)[C@H]1N(C[C@H](C1)NC(N[C@@H](C)C(N)=O)=O)C(C[C@H](C1=CC=CC=C1)N(C(OC(C)(C)C)=O)C)=O